ClC1=CC=C2C(=N1)C=C(N2)C(=O)N(C)[C@@H]2COCC=1NC(C=3C=C(C(=CC3C12)F)F)=O (S)-5-chloro-N-(8,9-difluoro-6-oxo-1,4,5,6-tetrahydro-2H-pyrano[3,4-c]isoquinolin-1-yl)-N-methyl-1H-pyrrolo[3,2-b]pyridine-2-carboxamide